CCCCCC(CCCCC(CCCCCC)O)O heptadecane-6,11-diol